BrCCCCCC(=O)OCC(CCCCCCCCCC)CCCCCCCC 2-octyldodecyl 6-bromohexanoate